4-fluoro-2,3,6-trimethylaniline FC1=C(C(=C(N)C(=C1)C)C)C